2-(2,6-dioxopiperidin-3-yl)-1-oxo-1,2-dihydrophthalazine O=C1NC(CCC1N1C(C2=CC=CC=C2C=N1)=O)=O